(5aR,5bS,7aS,10aS,10bR,E)-5a,7a-dimethyl-2-((4-ethylpiperazin-1-yl)amino)-4,5,5a,5b,6,7,7a,9,10,10a,10b,11-dodecahydro-8H-cyclopenta[7,8]phenanthro[2,1-d]thiazol-8-one oxime C[C@@]12CCC=3N=C(SC3C2=CC[C@H]2[C@H]3[C@](CC[C@H]12)(/C(/CC3)=N/O)C)NN3CCN(CC3)CC